7-bromo-6-fluoro-3,5-dihydrofuro[3,2-c]quinolin-4(2H)-one-2,2-d2 BrC=1C=CC=2C3=C(C(NC2C1F)=O)CC(O3)([2H])[2H]